7-chloro-3-(2-trimethylsilylethoxymethyl)pyrido[4,3-d]pyrimidin-4-one ClC1=CC=2N=CN(C(C2C=N1)=O)COCC[Si](C)(C)C